(S)-2-amino-5-(4-(2-(3,5-difluorophenyl)-2-hydroxyacetamido)-2-methylphenyl)-N-(2-methoxyethyl)nicotinamide diethyl-(pentylphosphonite) C(C)OP(OCC)CCCCC.NC1=C(C(=O)NCCOC)C=C(C=N1)C1=C(C=C(C=C1)NC([C@@H](O)C1=CC(=CC(=C1)F)F)=O)C